C(C)(C)(C)OC(N(CC(NC1=CN=CC2=CC=CC=C12)C#N)C1=CC(=CC=C1)Cl)=O (3-chlorophenyl)(2-cyano-2-(isoquinolin-4-ylamino)ethyl)carbamic acid tert-butyl ester